1-(6-bromo-2-methoxyquinolin-3-yl)-1-(2,3-dimethoxyphenyl)-4-(dimethylamino)-2-(2,6-dimethylpyridin-4-yl)butan-2-ol BrC=1C=C2C=C(C(=NC2=CC1)OC)C(C(CCN(C)C)(O)C1=CC(=NC(=C1)C)C)C1=C(C(=CC=C1)OC)OC